Perfluoro (ethyl-vinyl) ether C(C)C=COF